5-{[(3S)-3-methylpiperidin-1-yl]Methyl}-3-(trifluoromethyl)benzene-1,2-diamine C[C@@H]1CN(CCC1)CC1=CC(=C(C(=C1)N)N)C(F)(F)F